4-(4-(phenethylamino)phenyl)piperidine-1-carboxylic acid tert-butyl ester C(C)(C)(C)OC(=O)N1CCC(CC1)C1=CC=C(C=C1)NCCC1=CC=CC=C1